C(C)(=O)NC1=NC2=C(N1)C=C(C=C2)C=2C=C(C(=O)NCC1CC1)C=CC2 3-(2-acetamido-1H-benzo[d]imidazol-6-yl)-N-(cyclopropylmethyl)benzamide